C1(CC1)N1N=CC(=C1)C=1C=C(C=CC1)N(C(=O)[C@@H]1CC[C@H](CC1)OC(=O)NC1CN(C1)C(=O)OC(C)(C)C)C[C@@H]1CC[C@H](CC1)C1=CC(=C(C=C1)OC)C tert-Butyl 3-((((trans-4-((3-(1-cyclopropyl-1H-pyrazol-4-yl)phenyl)((trans-4-(4-methoxy-3-methylphenyl)cyclohexyl)methyl)carbamoyl)cyclohexyl)oxy)carbonyl)amino)azetidine-1-carboxylate